C1(=CC=C(C=C1)C1=CC=CC=C1)CC(=O)Cl 4,4'-biphenylacetyl chloride